1-((4-(methylamino)pyrimidin-2-yl)methyl)-4-(1-(4-(trifluoromethyl)phenyl)-1H-pyrazolo[3,4-b]pyrazin-3-yl)pyridin-2(1H)-one CNC1=NC(=NC=C1)CN1C(C=C(C=C1)C1=NN(C2=NC=CN=C21)C2=CC=C(C=C2)C(F)(F)F)=O